C1(=CC=CC=C1)C(C=C)(O)C1=C(C=CC=C1)C 1-phenyl-1-(2-methylphenyl)-2-propen-1-ol